(4-amino-7-fluoro-1-methyl-1H-pyrazolo[4,3-c]quinolin-8-yl)((3R)-3-(4-(trifluoromethyl)benzyl)-1-pyrrolidinyl)methanone NC1=NC=2C=C(C(=CC2C2=C1C=NN2C)C(=O)N2C[C@@H](CC2)CC2=CC=C(C=C2)C(F)(F)F)F